(E)-fluorenylmethoxycarbonyl-L-leucine-4-oxo-4-phenyl-2-buten-2-yl ester O=C(C=C(C)OC([C@@H](NC(=O)OCC1=CC=CC=2C3=CC=CC=C3CC12)CC(C)C)=O)C1=CC=CC=C1